((5-bromo-2-methyl-1,2,3,4-tetrahydroisoquinolin-7-yl)amino)-5-((2-(dimethylphosphoryl)phenyl)amino)-1,2,4-triazine-6-carboxamide BrC1=C2CCN(CC2=CC(=C1)NC=1N=NC(=C(N1)NC1=C(C=CC=C1)P(=O)(C)C)C(=O)N)C